C(N)(O[C@H](CO)C1=CC(=CC=C1)F)=O (S)-(1-(3-fluorophenyl)-2-hydroxyethyl) carbamate